(3R)-N-(2-{5-bromo-2H-pyrazolo[3,4-b]pyridin-2-yl}pyridin-4-yl)-3-fluoropyrrolidine-1-carboxamide BrC1=CC=2C(N=C1)=NN(C2)C2=NC=CC(=C2)NC(=O)N2C[C@@H](CC2)F